[(4-{2-[(2S)-2-(hydroxymethyl)azetidinyl]-2-oxoethyl}phenyl)amino]-N-[(4-methoxyphenyl)methyl]carboxamide OC[C@H]1N(CC1)C(CC1=CC=C(C=C1)NC(=O)NCC1=CC=C(C=C1)OC)=O